2-(4-chloro-3-(trifluoromethyl)phenoxy)-5-(((6-methoxy-2-oxo-1,2-dihydropyrimidin-4-yl)oxy)methyl)benzonitrile ClC1=C(C=C(OC2=C(C#N)C=C(C=C2)COC2=NC(NC(=C2)OC)=O)C=C1)C(F)(F)F